1-allyl 5-benzyl ((R)-2-(((2R,4aR,6S,7R,8R,8aS)-7-azido-6-(benzyloxy)-2-phenylhexahydropyrano[3,2-d][1,3]dioxin-8-yl)oxy)propanoyl)-L-alanyl-D-glutamate N(=[N+]=[N-])[C@@H]1[C@H]([C@@H]2O[C@@H](OC[C@H]2O[C@@H]1OCC1=CC=CC=C1)C1=CC=CC=C1)O[C@@H](C(=O)N[C@@H](C)C(=O)N[C@H](CCC(=O)OCC1=CC=CC=C1)C(=O)OCC=C)C